dithiodicaprolactam C1CCC(=O)NC(C1)SSC2CCCCC(=O)N2